2-(5-bromopyridin-2-yl)propan-2-ol BrC=1C=CC(=NC1)C(C)(C)O